N1=CC(=CC=C1)C1=CC=C(C=C1)C1=NC2=CC(=NC=C2C=C1)CNC(OC(C)(C)C)=O tert-butyl ((2-(4-(pyridin-3-yl)phenyl)-1,6-naphthyridin-7-yl)methyl)carbamate